C(C)OP(=O)(OCC)CC1=NN=C(N=N1)CCC(=O)ON1C(CCC1=O)=O 2,5-dioxopyrrolidin-1-yl 3-(6-((diethoxyphosphoryl)methyl)-1,2,4,5-tetrazin-3-yl)propanoate